C(C)(C)(C)NC(CN(C)C=1C2=C(N=C(N1)C1=NC=CC(=C1)OCCN(CC)CC)CCC2)=O N-tert-butyl-2-[(2-{4-[2-(diethylamino)ethoxy]pyridin-2-yl}-5H,6H,7H-cyclopenta[d]pyrimidin-4-yl)(methyl)amino]acetamide